CC1(OC2=CC(=C3C(=C2C2C1CCC(=C2)C)OC2(CCCC2)OC3=O)CCCCC)C 8,8,11-Trimethyl-5-pentyl-8a,9,10,12a-tetrahydro-4H,8H-spiro[benzo[c][1,3]dioxino[4,5-f]chromen-2,1'-cyclopentan]-4-on